ClC1=C(CNC2=NS(C3=C(N2)C(=CC=C3)OC3=C(C=CC=C3)Cl)(=O)=O)C=CC=C1F 3-((2-chloro-3-fluorobenzyl)amino)-5-(2-chlorophenoxy)-4H-benzo[e][1,2,4]thiadiazine 1,1-dioxide